2-(4-((2-(4-((4-fluorobenzyl)oxy)phenyl)cyclopropyl)amino)piperidin-1-yl)-N-hydroxypyrimidine-5-carboxamide TFA Salt OC(=O)C(F)(F)F.FC1=CC=C(COC2=CC=C(C=C2)C2C(C2)NC2CCN(CC2)C2=NC=C(C=N2)C(=O)NO)C=C1